C1(CC1)C(=O)NC1=CC(=C(N=N1)C(=O)NOC)NC1=C(C(=CC=C1)C1=NN(C=N1)C)OC 6-(Cyclopropanecarboxamido)-N-methoxy-4-((2-methoxy-3-(1-methyl-1H-1,2,4-triazol-3-yl)benzeneyl)amino)pyridazine-3-carboxamide